C(CC[C@@H](C(=O)O)NC(=O)C1CCC(CCC2=CN=C3N=C(N)NC(=O)C3=C2)C=C1)(=O)O 5,10-dideazatetrahydro-folic acid